C1(CC1)CNC1=NC(=CC2=C1N=C(N=C2)N[C@H]2[C@H](CN(C2)C=2C=NN(C2)C)NC(C=C)=O)C2=C(C(=CC(=C2Cl)OC)OC)Cl N-((3S,4R)-4-((8-((cyclopropylmeth-yl)amino)-6-(2,6-dichloro-3,5-dimeth-oxyphenyl)pyrido[3,4-d]pyrimidin-2-yl)amino)-1-(1-methyl-1H-pyrazol-4-yl)pyrrolidin-3-yl)acrylamide